talonamide O=C([C@@H](O)[C@@H](O)[C@@H](O)[C@H](O)CO)N